COC(=O)C1(OC=CCC1)C.BrC1C(OC2=CC(=CC=C2C1=O)NC(C)=O)(C)C N-(3-bromo-2,2-dimethyl-4-oxochroman-7-yl)acetamide methyl-2-methyl-3,4-dihydro-2H-pyran-2-carboxylate